C(C)N1CCC(CC1)=CC#N 2-(1-ethylpiperidin-4-ylidene)acetonitrile